4-((7-chloro-4-oxoquinazolin-3(4H)-yl)methyl)-1-(3-phenylpropionyl)piperidine-4-carbonitrile ClC1=CC=C2C(N(C=NC2=C1)CC1(CCN(CC1)C(CCC1=CC=CC=C1)=O)C#N)=O